C(C)(C)N1N=C(C2=NC(=CC(=C21)NCC2=CC=C(C=C2)OC)C=2C(=NC=CC2)OC)C 1-isopropyl-N-(4-methoxybenzyl)-5-(2-methoxypyridin-3-yl)-3-methyl-1H-pyrazolo[4,3-b]pyridin-7-amine